C(C1=CC=CC=C1)OCCCCCCC(CCCCCCOCC1=CC=CC=C1)OC(NCCN(C)CC)=O [7-benzyloxy-1-(6-benzyloxyhexyl)heptyl]-N-[2-[ethyl(methyl)amino]ethyl]carbamate